ClC=1N=CNC1C(=O)N 4-chloro-1H-imidazole-5-carboxamide